2-(2-(hydroxymethyl)-5-methoxynaphthalen-1-yl)benzaldehyde OCC1=C(C2=CC=CC(=C2C=C1)OC)C1=C(C=O)C=CC=C1